C(C)(C)(C)OC(=O)N1C[C@H](CC1)OC1=C(C=C(C(=O)N2CCC(CC2)OC=2C=C(C=C(C2)F)N2CCN(CC2)C(=O)OC(C)(C)C)C=C1)[C@@H]1CC[C@H](CC1)C(F)(F)F trans-tert-butyl (S)-4-(3-((1-(4-((1-(tert-butoxycarbonyl)pyrrolidin-3-yl)oxy)-3-(4-(trifluoromethyl)cyclohexyl)benzoyl)piperidin-4-yl)oxy)-5-fluorophenyl)piperazine-1-carboxylate